5-amino-1-(3-methoxy-3-oxoprop-1-en-1-yl)-1H-pyrazole-3-carboxylic acid methyl ester COC(=O)C1=NN(C(=C1)N)C=CC(=O)OC